C(C1=CC=CC=C1)(=O)C1=C(C=C(C=C1OC)O)O 4-benzoyl-5-methoxybenzene-1,3-diol